(2R)-2-[[(2R)-2-amino-4-[5-[bis(2-chloroethyl)amino]-1-methyl-benzimidazol-2-yl]butanoyl]amino]-4-methyl-pentanoic acid ethyl ester C(C)OC([C@@H](CC(C)C)NC([C@@H](CCC1=NC2=C(N1C)C=CC(=C2)N(CCCl)CCCl)N)=O)=O